FC=1C(=CC(=C(C1)N1C(C=CC2=CC(=CC=C12)S(=O)(=O)NC1=NOC=C1)=O)OC)[C@@H]1C[C@@H](C1)C(F)(F)F cis-(P)-1-(5-fluoro-2-methoxy-4-(3-(trifluoromethyl)cyclobutyl)phenyl)-N-(isoxazol-3-yl)-2-oxo-1,2-dihydroquinoline-6-sulfonamide